C(C1=CC=CC=C1)OC(C(C=C)O)(C(F)(F)F)C=1OC(=NN1)C1=NC(=C(C=C1[N+](=O)[O-])C(F)(F)F)NC(CCC=C)(C)C 4-benzyloxy-4-[5-[6-(1,1-dimethylpent-4-enylamino)-3-nitro-5-(trifluoromethyl)-2-pyridyl]-1,3,4-oxadiazol-2-yl]-5,5,5-trifluoro-pent-1-en-3-ol